N(=[N+]=[N-])[C@]1([C@H]([C@H]([C@@H](O1)N1C=NC=2C(O)=NC=NC12)O)O)CO 4'-C-Azidoinosine